OC1=C(C(N(CC1)CC=1C=NC(=CC1)OC1=CC=C(C=C1)C(C)C)=O)C(=O)NCC(=O)O N-[(4-hydroxy-1-{[6-(4-isopropylphenoxy)-3-pyridinyl]methyl}-2-oxo-1,2,5,6-tetrahydro-3-pyridinyl)carbonyl]glycine